2-Pyrrolecarboxylic acid N1C(=CC=C1)C(=O)O